methanesulfonic acid vinyl-carbonate C(=C)OC(O)=O.CS(=O)(=O)O